(3R,6S)-1-(7-(8-ethyl-7-fluoro-3-hydroxynaphthalen-1-yl)-8-fluoro-2-(((2R,7aS)-2-fluorohexahydro-1H-pyrrolizin-7a-yl)methoxy)pyrido[4,3-d]pyrimidin-4-yl)-6-methylpiperidin-3-ol C(C)C=1C(=CC=C2C=C(C=C(C12)C1=C(C=2N=C(N=C(C2C=N1)N1C[C@@H](CC[C@@H]1C)O)OC[C@]12CCCN2C[C@@H](C1)F)F)O)F